2-methyl-N-(4-phenylbutyl)-5-(1-piperidinyl)piperidine-1-carboxamide CC1N(CC(CC1)N1CCCCC1)C(=O)NCCCCC1=CC=CC=C1